(6S)-6-methoxy-N'-((2-methyl-2,4,5,6-tetrahydro-1H-cyclobuta[f]inden-3-yl)carbamoyl)-6,7-dihydro-5H-pyrazolo[5,1-b][1,3]oxazine-3-sulfonimidamide CO[C@H]1CN2C(OC1)=C(C=N2)S(=O)(N)=NC(NC2=C1C(=CC=3CCCC23)CC1C)=O